2-(difluoromethoxy)-4-(5-phenyl-1,3-oxazol-2-yl)benzaldehyde FC(OC1=C(C=O)C=CC(=C1)C=1OC(=CN1)C1=CC=CC=C1)F